C([14CH3])(=O)O [2-14C]-acetic acid